OCCN1C(N(CC=2C1=NC(=NC2)NC=2C=C1CCN(CC1=CC2)C)[C@H]2CCN(C1=C(C=CC=C21)C)C(C=C)=O)=O 1-(2-hydroxyethyl)-7-[(2-methyl-3,4-dihydro-1H-isoquinolin-6-yl)amino]-3-[(4S)-8-methyl-1-prop-2-enoyl-3,4-dihydro-2H-quinolin-4-yl]-4H-pyrimido[4,5-d]pyrimidin-2-one